nickel-manganese-copper-cobalt [Co].[Cu].[Mn].[Ni]